O.C(=O)(O)CCNC(C(C)C)=N [N-(2-carboxyethyl)-2-methylpropionamidine] hydrate